phenol, lithium salt [Li].C1(=CC=CC=C1)O